[4,6-diamino-2-[5-fluoro-1-(2-fluorobenzyl)-1H-pyrazolo[3,4-b]pyridin-3-yl]-pyrimidin-5-yl]carbamic acid methyl ester COC(NC=1C(=NC(=NC1N)C1=NN(C2=NC=C(C=C21)F)CC2=C(C=CC=C2)F)N)=O